NC(COC1=NC=2N(C=C1)C=C(N2)C2=C(C=C(C=C2)N2N=CC=N2)O)(C)C 2-(7-(2-amino-2-methylpropoxy)imidazo[1,2-a]pyrimidin-2-yl)-5-(2H-1,2,3-triazol-2-yl)phenol